6-(4-chlorobenzyl)-3-(3,5-dimethyl-1,2-oxazol-4-yl)-8-(morpholin-4-yl)pyrido[2,3-e][1,2,4]triazolo[4,3-c]pyrimidin-5(6H)-one ClC1=CC=C(CN2C(N3C(C4=C2C=C(C=N4)N4CCOCC4)=NN=C3C=3C(=NOC3C)C)=O)C=C1